NCCCCCCCC(=O)N[C@H](C(=O)N[C@H](C(=O)NCCNC(=O)[C@@H]1[C@H](N(C(C1)=O)C)C=1C=NC=CC1)CC1=CC=CC=C1)CC1=CC=CC=C1 (2S,3S)-N-(2-((S)-2-((S)-2-(8-aminooctanamido)-3-phenylpropanamido)-3-phenylpropanamido)ethyl)-1-methyl-5-oxo-2-(pyridin-3-yl)pyrrolidine-3-carboxamide